1-acetylcyclopropane-1-carboxylic acid C(C)(=O)C1(CC1)C(=O)O